7-(2-((2-ethyl-4-(4-(2-hydroxyethyl)piperazin-1-yl)phenyl)amino)-5-(trifluoromethyl)pyrimidin-4-yl)-2,3-dihydro-5H-thieno[3,2-e][1,4]oxathiepine 1,1-dioxide C(C)C1=C(C=CC(=C1)N1CCN(CC1)CCO)NC1=NC=C(C(=N1)C1=CC=2S(CCOCC2S1)(=O)=O)C(F)(F)F